tert-butyl 6-((((1S,3S,5S)-5-methyl-2-((4-phenoxybutanoyl)glycyl)-2-azabicyclo[3.1.0]hexane-3-carbonyl)oxy) methyl)-1,3-dihydro-2H-pyrrolo[3,4-c]pyridine-2-carboxylate C[C@@]12C[C@H](N([C@H]2C1)C(CNC(CCCOC1=CC=CC=C1)=O)=O)C(=O)OCC1=CC2=C(C=N1)CN(C2)C(=O)OC(C)(C)C